ClC1=CC2=C(C=N1)C=C(N2)C2=NC=NC(=C2)OC 6-chloro-2-(6-methoxypyrimidin-4-yl)-1H-pyrrolo[3,2-c]pyridine